BrC=1SC=2CN(CCC2N1)C=1C(=CC=2N(N1)C=CC(N2)=O)C 7-(2-bromo-6,7-dihydrothiazolo[5,4-c]pyridin-5(4H)-yl)-8-methyl-2H-pyrimido[1,2-b]pyridazin-2-one